methyl 2-(5-methoxy-4-nitro-1H-indol-3-yl)-2-oxoacetate COC=1C(=C2C(=CNC2=CC1)C(C(=O)OC)=O)[N+](=O)[O-]